[O-2].[Ti+4].[Au+3] Gold-titanium(IV) oxide